1-{8-methoxy-7-[3-(pyrrolidin-1-yl)propoxy]-5H-pyrido[4,3-b]indol-1-yl}pyrrolidine-2-carboxylic acid COC1=CC=2C3=C(NC2C=C1OCCCN1CCCC1)C=CN=C3N3C(CCC3)C(=O)O